formamide HCl salt Cl.C(=O)N